C1=CC2=C(C=C1Br)NC=C2CC(=O)N[C@@H](CC3=CN=CN3)C(=O)O The molecule is a N-acylamino acid that is L-histidine acylated at the nitrogen atom of the amino group by a (6-bromo-1H-indol-3-yl)acetyl residue. Isolated from the venom of the sea anemone Bunodosoma cangicum, it exhibits analgesic activity. It has a role as an analgesic and a marine metabolite. It is a member of indoles, an organobromine compound, a monocarboxylic acid amide and a L-histidine derivative.